N-Cbz-D-glutamic acid benzyl ester C(C1=CC=CC=C1)OC([C@H](NC(=O)OCC1=CC=CC=C1)CCC(=O)O)=O